BrC1=CC=C2C(CN(CC2=C1)C(=O)C=1C=NC(=CC1)OC)C 7-Bromo-2-(6-methoxypyridine-3-carbonyl)-4-methyl-1,2,3,4-tetrahydroisoquinoline